C(CCCCCCC\C=C/C\C=C/CCCCC)(=O)OCC1=CC(=CC(=C1)COC(CCC(CCCCCC)OC(CCCN1CCCC1)=O)=O)COC(CCC(OCCCCCCCC)OCCCCCCCC)=O 3-(((4,4-bis(octyloxy)butanoyl)oxy)methyl)-5-(((4-((4-(pyrrolidin-1-yl)butanoyl)oxy)decanoyl)oxy)methyl)benzyl (9Z,12Z)-octadeca-9,12-dienoate